CCCCC=C(O)O Hexenediol